C(C)(C)(C)OC(=O)N1CCC2(CC1)C(=C1C(NCC=C1)=C2)NS(=O)(=O)C(C)(C)C (S)-5-((R)-tert-butylsulfonamido)-dihydrospiro[cyclopenta[b]pyridine-6,4'-piperidine]-1'-carboxylic acid tert-butyl ester